silver DL-mandelate C(C(O)C1=CC=CC=C1)(=O)[O-].[Ag+]